C(C1=CC=CC=C1)(=O)C(C(C(=O)O)(O)C(C1=CC=CC=C1)=O)(O)C(=O)O (2R,3R)-(-)-bisbenzoyl-tartaric acid